5-methyl-5-(trifluoromethyl)tetrahydrofuran CC1(CCCO1)C(F)(F)F